FC(C1=CC=C(C=C1)NC(=O)N1[C@H]2CC[C@@H]1CC=1N=CN=CC12)(F)F (5S,8R)-N-(4-(trifluoromethyl)phenyl)-6,7,8,9-tetrahydro-5H-5,8-epiminocyclohepta[d]-pyrimidine-10-carboxamide